(R)-4-(6-chloro-1-(methylsulfonyl)-1H-pyrazolo[3,4-d]pyrimidin-4-yl)-3-methylmorpholine ClC1=NC(=C2C(=N1)N(N=C2)S(=O)(=O)C)N2[C@@H](COCC2)C